Cl.Cl.CC1=NC=CC(=C1C)C1=CC=C(C=C1)CCC(=O)O 3-(4-(2,3-dimethylpyridin-4-yl)phenyl)propanoic acid dihydrochloride